C(C)(C)(C)OC(=O)N1CCC(CC1)OC(F)(F)F N-tert-butoxycarbonyl-4-(trifluoromethoxy)piperidine